copper (I)-oxide [Cu-]=O